8-methyl-2-[(2-methylpyridin-4-yl)methyl]-4,5-dihydro-2H-furo[2,3-g]indazole-7-carboxylic acid ethyl ester C(C)OC(=O)C1=C(C2=C(CCC3=CN(N=C23)CC2=CC(=NC=C2)C)O1)C